1-(7-(6-(3-(dimethylamino)propoxy)pyridin-3-yl)quinoxalin-2-yl)-3-(4-meth-oxyphenyl)-1-methylurea CN(CCCOC1=CC=C(C=N1)C1=CC=C2N=CC(=NC2=C1)N(C(=O)NC1=CC=C(C=C1)OC)C)C